C(C)(C)(C)OC(=O)N1CCC(CC1)C1CCN(CC1)C[C@]1(CC(=C(CC1)C1=CC=C(C=C1)Cl)CN1CCN(CC1)C1=CC=C(C(=O)O)C=C1)C (R)-4-(4-((4-((1'-(tert-butoxycarbonyl)-[4,4'-bipiperidin]-1-yl)methyl)-4'-chloro-4-methyl-3,4,5,6-tetrahydro-[1,1'-biphenyl]-2-yl)methyl)piperazin-1-yl)benzoic acid